2-(tert-butyl)-5-chlorophenol C(C)(C)(C)C1=C(C=C(C=C1)Cl)O